N-(3,3-difluorocyclohexyl)-5-(3,5-dimethylphenyl)pyridine-3-carboxamide FC1(CC(CCC1)NC(=O)C=1C=NC=C(C1)C1=CC(=CC(=C1)C)C)F